3-(5-Bromo-2-methoxyacenaphthylen-1-yl)piperidine-2,6-dione BrC1=CC=C2C(=C(C=3C=CC=C1C32)C3C(NC(CC3)=O)=O)OC